CCN1CCOCC1 4-[2-ethyl]-morpholine